fluorocholine bromide [Br-].OCC[N+](C)(C)CF